8-((2-hydroxyethyl)(7-methyl-8-((9-methyldecyl)oxy)-8-oxooctyl)amino)octyl 2-butyl-8-fluorooctanoate C(CCC)C(C(=O)OCCCCCCCCN(CCCCCCC(C(=O)OCCCCCCCCC(C)C)C)CCO)CCCCCCF